1,1'-(pentane-1,5-diyl)bis(4-(benzo[d]thiazol-2-yl)pyridin-1-ium) hexafluorophosphate F[P-](F)(F)(F)(F)F.C(CCCC[N+]1=CC=C(C=C1)C=1SC2=C(N1)C=CC=C2)[N+]2=CC=C(C=C2)C=2SC1=C(N2)C=CC=C1.F[P-](F)(F)(F)(F)F